tributyl-methyl-phosphonium bis(2-ethylhexyl)phosphate C(C)C(COP(=O)(OCC(CCCC)CC)[O-])CCCC.C(CCC)[P+](C)(CCCC)CCCC